(1R,3s,5S)-8-((2-Methoxy-6-methylpyridin-3-yl)sulfonyl)-3-(4-methylpiperidin-1-yl)-8-azabicyclo[3.2.1]octane COC1=NC(=CC=C1S(=O)(=O)N1[C@H]2CC(C[C@@H]1CC2)N2CCC(CC2)C)C